CN(CCC1=CNC2=CC=CC=C12)CCCC N-Methyl-N-butyltryptamine